1-(6-Fluoro-1-(piperidin-4-yl)-1H-indol-5-yl)dihydropyrimidine FC1=C(C=C2C=CN(C2=C1)C1CCNCC1)N1CNCC=C1